2-(3-chlorobenzyl)-8-methyl-N-[3-(4-methylpiperazin-1-yl)propyl]-4,5-dihydro-2H-furo[2,3-g]indazole-7-carboxamide ClC=1C=C(CN2N=C3C4=C(CCC3=C2)OC(=C4C)C(=O)NCCCN4CCN(CC4)C)C=CC1